trans-4-(4-trifluoromethyl-phenyl)-pyrrolidine-3-carboxylic acid FC(C1=CC=C(C=C1)[C@H]1[C@@H](CNC1)C(=O)O)(F)F